anisole hydrobromide Br.C1(=CC=CC=C1)OC